N-(1-(1-(2-(azetidin-1-yl)pyrimidin-5-yl)-2-((tert-butyldiphenylsilyl)oxy)ethyl)-1H-pyrazol-4-yl)-6-(3-chloro-6-(difluoromethyl)-2-fluorophenyl)pyrazine-2-carboxamide N1(CCC1)C1=NC=C(C=N1)C(CO[Si](C1=CC=CC=C1)(C1=CC=CC=C1)C(C)(C)C)N1N=CC(=C1)NC(=O)C1=NC(=CN=C1)C1=C(C(=CC=C1C(F)F)Cl)F